4-(6-(6-((1,5-dimethyl-1H-imidazol-4-yl)methyl)-3,6-diazabicyclo[3.1.1]heptan-3-yl)pyridin-3-yl)-6-(2-hydroxy-2-methylpropoxy)pyrazolo[1,5-a]pyridine-3-carbonitrile CN1C=NC(=C1C)CN1C2CN(CC1C2)C2=CC=C(C=N2)C=2C=1N(C=C(C2)OCC(C)(C)O)N=CC1C#N